2-(3,4-dimethoxyphenyl)-8-methyl-7-(piperazin-1-yl)-4H-pyrido[1,2-a]pyrimidin-4-one COC=1C=C(C=CC1OC)C=1N=C2N(C(C1)=O)C=C(C(=C2)C)N2CCNCC2